NC(C(C1=CN=CC2=CC=CC=C12)NC(=O)[C@@H]1[C@H]2C([C@H]2CN1C(=O)C=1NC2=C(C=CC=C2C1)F)(C)C)=O (1R,2S,5S)-N-[2-amino-1-(4-isoquinolyl)-2-oxo-ethyl]-3-(7-fluoro-1H-indole-2-carbonyl)-6,6-dimethyl-3-azabicyclo[3.1.0]hexane-2-carboxamide